((((1R,3R,5S,7R)-3,5-dimethyladamantan-1-yl) carbamoyl) oxy)-methyl benzoate C(C1=CC=CC=C1)(=O)OCOC(NC12C[C@]3(C[C@](CC(C1)C3)(C2)C)C)=O